(R)-4-((3-(1-(5,8-dioxaspiro[3.4]octan-1-yl)-1H-pyrazol-4-yl)-2-methoxyphenyl)amino)-6-(cyclopropanecarboxamido)pyridazine-3-carboxamide [C@H]1(CCC12OCCO2)N2N=CC(=C2)C=2C(=C(C=CC2)NC2=C(N=NC(=C2)NC(=O)C2CC2)C(=O)N)OC